CN(C)CC1=CC=CC=2N=C(OC21)NC2=NC1=C(N2C)C=CC(=C1)F 7-((dimethylamino)methyl)-N-(5-fluoro-1-methyl-1H-benzo[d]imidazol-2-yl)benzo[d]oxazol-2-amine